4-(trifluoromethyl)-6-[3-[1-[4-[5-(trifluoromethyl)pyrimidin-2-yl]piperazine-1-carbonyl]cyclopropyl]propyl]-2-(2-trimethylsilylethoxymethyl)pyridazin-3-one FC(C=1C(N(N=C(C1)CCCC1(CC1)C(=O)N1CCN(CC1)C1=NC=C(C=N1)C(F)(F)F)COCC[Si](C)(C)C)=O)(F)F